methyl-tridecyl-methyl-propyl-isopropylchloride CC(C(C)(CCC)Cl)(C)CCCCCCCCCCCCC